C1(=CC=C(C=C1)C(=O)[O-])C(=O)[O-] 1,4-benzendicarboxylate